C(C)(C)(C)OC(N[C@H]1C/C=C/CCOC2=CC=CC=C2C2=CN(C1=N2)COCC[Si](C)(C)C)=O [(E)-(S)-16-(2-Trimethylsilanyl-ethoxymethyl)-8-oxa-16,18-diaza-tricyclo[13.2.1.02,7]octadeca-1(17),2,4,6,11,15(18)-hexaen-14-yl]-carbamic acid tert-butyl ester